N-(2-(4-phenoxypiperidin-1-yl)ethyl)-N-phenylpropionamide O(C1=CC=CC=C1)C1CCN(CC1)CCN(C(CC)=O)C1=CC=CC=C1